ClC=1C=C(C=C2C(=C(C=NC12)C#N)NCC(C)(C)C)N[C@@H](C1=C2C=NNC2=CC=C1)C=1N=NN(C1)C1CC1 (S)-8-chloro-6-(((1-cyclopropyl-1H-1,2,3-triazol-4-yl)(1H-indazol-4-yl)methyl)amino)-4-(neopentylamino)quinoline-3-carbonitrile